N2-[2-(3-methoxyphenyl)[1,2,4]triazolo[1,5-c]quinazolin-5-yl]-2-methylalaninamide COC=1C=C(C=CC1)C1=NN2C(=NC=3C=CC=CC3C2=N1)NC(C)(C(=O)N)C